3-Dimethylamino-propylamin CN(CCCN)C